NC1=C(C(=NN1)COC(C)C)C#N 5-amino-3-(isopropoxymethyl)-1H-pyrazole-4-carbonitrile